ClC1=C(C=CC=C1)[C@H](CC)C=1C=NN(C1C#N)C (1R,2R)-1-(2-chlorophenyl)-1-(5-cyano-1-methyl-1H-pyrazol-4-yl)propan